Cl.NCC[C@@H](C(=O)OC)NC(=O)OCC1=CC=CC=C1 methyl (2S)-4-amino-2-(benzyloxycarbonylamino)butanoate hydrochloride